NC1=C(C(=CC(=C1)Br)OC)C(C)=O 1-(2-amino-4-bromo-6-methoxyphenyl)ethanone